COC=1C(=NC=CC1)N1CCN(CC1)[C@@H]1CC2(CN(C2)C(=O)OCC)CC1 Ethyl (6S)-6-[4-(3-methoxypyridin-2-yl)piperazin-1-yl]-2-azaspiro[3.4]octane-2-carboxylate